(7br,10ar)-1,2,3,4,8,9,10,10a-octahydro-7bh-cyclopenta[b][1,4]diazepino[6,7,1-hi]indole C1CNCC=2C=CC=C3[C@@H]4[C@H](N1C23)CCC4